8-(4-(((3-(2,6-dioxopiperidin-3-yl)pyridin-4-yl)methyl)(methyl)amino)piperidin-1-yl)-9-ethyl-6,6-dimethyl-11-oxo-6,11-dihydro-5H-benzo[b]carbazole-3-carbonitrile O=C1NC(CCC1C=1C=NC=CC1CN(C1CCN(CC1)C=1C(=CC2=C(C(C=3NC4=CC(=CC=C4C3C2=O)C#N)(C)C)C1)CC)C)=O